N[C@H](C(=O)O)CCC1CCC1 (2S)-2-amino-4-cyclobutylbutyric acid